(19R)-5-(benzyloxy)-3-ethyl-16-fluoro-10,19-dimethyl-20-oxa-3,4,10,11,23-pentaazapentacyclo[19.3.1.02,6.08,12.013,18]pentacosa-1(24),2(6),4,8,11,13,15,17,21(25),22-decaen-22-amine C(C1=CC=CC=C1)OC1=NN(C=2C3=CN=C(C(O[C@@H](C4=CC(=CC=C4C4=NN(C=C4CC12)C)F)C)=C3)N)CC